C(CCCCCCCCC)[Al](CCCCCCCCCC)CCCCCCCCCC tri-n-decylaluminum